4-(benzo[b]thiophen-3-yl)-5-cyano-2-cyclopropyl-6-methyl-1,4-dihydropyridine-3-carboxylic acid methyl ester COC(=O)C1=C(NC(=C(C1C=1C2=C(SC1)C=CC=C2)C#N)C)C2CC2